zirconium propionitrile C(CC)#N.[Zr]